CC=1NC=C(C1)C 2,4-dimethylPyrrole